ClC=1C=C(C=CC1F)N(C(=O)C1CC=NN1)C N-(3-chloro-4-fluorophenyl)-N-methyl-4,5-dihydro-1H-pyrazole-5-carboxamide